FC(C=1OC(=CC1C(=O)O)C1=CC(=CC=C1)OC(F)F)(F)F 2-(trifluoromethyl)-5-(3-(difluoromethoxy)phenyl)furan-3-carboxylic acid